4-(4-((1R,5S)-3,8-diazabicyclo[3.2.1]octan-3-yl)-6,8-difluoro-2-(((2R,7aS)-2-fluorotetrahydro-1H-pyrrolizin-7a(5H)-yl)methoxy)quinazolin-7-yl)-5-chloronaphthalen-2-ol [C@H]12CN(C[C@H](CC1)N2)C2=NC(=NC1=C(C(=C(C=C21)F)C2=CC(=CC1=CC=CC(=C21)Cl)O)F)OC[C@]21CCCN1C[C@@H](C2)F